L-(+)-norvaline CCC[C@@H](C(=O)O)N